C1(CC1)CN1C(=CC=2C=CC=3C(CNC3C21)(C)C)C2=NC1=C(N2C)C(=CC(=C1)C=O)F (2-(1-(cyclopropylmethyl)-6,6-dimethyl-1,6,7,8-tetrahydropyrrolo[3,2-g]indol-2-yl)-7-fluoro-1-methyl-1H-benzo[d]imidazol-5-yl)methanone